ClC1=NC(=NC=N1)N1C[C@H](O[C@H](C1)C)C (2R,6S)-4-(4-chloro-1,3,5-triazin-2-yl)-2,6-dimethylmorpholine